Diazinane C1CCNNC1